4-(4-[3-Cyano-4-[(6,6-difluoro-6,7-dihydro-5H-cyclopenta[b]pyridin-7-yl)oxy]pyrazolo[1,5-a]pyridin-6-yl]-5-methyl-1H-1,2,3-triazol-1-yl)piperidine-carbonitrile C(#N)C=1C=NN2C1C(=CC(=C2)C=2N=NN(C2C)C2CCN(CC2)C#N)OC2C(CC=1C2=NC=CC1)(F)F